1-(4-(2-aminoethyl)-1-oxoisoindolin-2-yl)dihydropyrimidine-2,4(1H,3H)-dione NCCC1=C2CN(C(C2=CC=C1)=O)N1C(NC(CC1)=O)=O